C(C1=CC=CC=C1)OC1=NC(=CC=C1N1C(N(C2=C1C=CC(=C2)NC2=C(C=C(C=C2)C(C(=O)OC)C)C)C)=O)OCC2=CC=CC=C2 methyl 2-[4-[[1-(2,6-dibenzyloxy-3-pyridyl)-3-methyl-2-oxo-benzimidazol-5-yl]amino]-3-methyl-phenyl]propanoate